C(#N)C(C)C1=NC(N=C1)(C=1C=C(C=C(C1C(=O)O)C(=O)O)C(=O)O)CCCCCCCCCCC.C(#N)C(C)C=1N=C(NC1)C1=CC=CC=C1 1-cyanoethyl-2-phenylimidazole, 1-cyanoethyl-2-undecylimidazoleTrimellitic acid salt